[1-(fluoromethyl)cyclopropyl]-1-(3-methoxypropyl)-3-(5-methyl-1,3,4-thiadiazol-2-yl)-2-oxo-benzoimidazole-5-sulfonamide FCC1(CC1)C1=C(C=CC=2N(C(N(C21)C=2SC(=NN2)C)=O)CCCOC)S(=O)(=O)N